4-(2-aminoethyl)-N-methylaniline NCCC1=CC=C(NC)C=C1